N1OCC1 Azaoxetan